N-(3-cyanophenyl)-3-((3,4-dichlorophenyl)sulfonamido)benzamide C(#N)C=1C=C(C=CC1)NC(C1=CC(=CC=C1)NS(=O)(=O)C1=CC(=C(C=C1)Cl)Cl)=O